(S)-N-(5-(2-acetamidoimidazo[1,2-b]pyridazin-6-yl)-2-methoxyphenyl)-3-phenylisoxazolidine C(C)(=O)NC=1N=C2N(N=C(C=C2)C=2C=CC(=C(C2)N2OCC[C@H]2C2=CC=CC=C2)OC)C1